boroxineamide O1B(OBOB1)C(=O)N